FC=1C(=NC=C(C1)C(F)(F)F)N1CCN(CC1)C(=O)C1=C(C=CC(=C1)S(=O)(=O)C)O[C@H](C(F)(F)F)C [4-[3-fluoro-5-(trifluoromethyl)pyridin-2-yl]piperazin-1-yl]-[5-methylsulfonyl-2-[(2S)-1,1,1-trifluoropropan-2-yl]oxyphenyl]methanone